C(C)(=O)OC1C(=O)NC(C1)=O acetoxy-succinimide